C1(=CC=CC=C1)C=1N=C2N(C=C(C=C2C2=CC=CC=C2)C2=C(N)C=CC=C2)C1 2-(2,8-diphenylimidazo[1,2-a]pyridin-6-yl)aniline